Hexyltrimethylammonium chloride [Cl-].C(CCCCC)[N+](C)(C)C